FC1(CCC(CC1)/C=C/C1=CC(=CC=2C[C@@H](OC21)C)N)F (S,E)-7-(2-(4,4-difluorocyclohexyl)vinyl)-2-methyl-2,3-dihydrobenzofuran-5-amine